C1=NC=CC2=C(C=CC=C12)N1C(C(=CC2=CC=C(C=C12)C=C)C(=O)[O-])=O 1-(isoquinolin-5-yl)-2-oxo-7-vinyl-1,2-dihydroquinoline-3-carboxylate